C(C1=CC=CC=C1)OC(=O)N[C@H]([C@H](O)C1=CC(=CC=C1)OCC1=CC=CC=C1)C (1R,2S)-2-(benzyloxycarbonyl)amino-1-(3-benzyloxyphenyl)-1-propanol